C(C1=CC=CC=C1)(=O)N1CC12CCN(CC2)C2=CC=C(C=N2)C=2C=1N(C=C(C2)OCC)N=CC1C#N 4-(6-(1-Benzoyl-1,6-diazaspiro[2.5]oct-6-yl)pyridin-3-yl)-6-ethoxypyrazolo[1,5-a]pyridine-3-carbonitrile